4-methyl-phenyl-boric acid CC1=CC=C(C=C1)OB(O)O